2-(cyclopenta-1,3-dien-1-yl)-N-methoxy-N-methylacetamide C1(=CC=CC1)CC(=O)N(C)OC